CC=1C=C(C=CC1B1OC(C(O1)(C)C)(C)C)C1CCC2(CCN(C2)C(=O)OC(C)(C)C)CC1 tert-butyl 8-[3-methyl-4-(4,4,5,5-tetramethyl-1,3,2-dioxaborolan-2-yl)phenyl]-2-azaspiro[4.5]decane-2-carboxylate